(2R,3S)-2,3-dimethyloxirane C[C@H]1O[C@H]1C